tert-butyl N-ethyl-N-[(3S)-1-[3-pyrimidin-5-yl-1-(2-trimethylsilylethoxymethyl) pyrrolo[2,3-b]pyridin-4-yl]-3-piperidyl]carbamate C(C)N(C(OC(C)(C)C)=O)[C@@H]1CN(CCC1)C1=C2C(=NC=C1)N(C=C2C=2C=NC=NC2)COCC[Si](C)(C)C